9-(2-Difluoromethyl-2H-pyrazol-3-yl-methyl)-3-fluoro-8,8-dimethyl-2-((R)-3-methylmorpholin-4-yl)-6,7,8,9-tetrahydro-pyrimido[1,2-a]-pyrimidin-4-one FC(N1N=CC=C1CN1C(CCN2C1=NC(=C(C2=O)F)N2[C@@H](COCC2)C)(C)C)F